(R)-1'-(7-(methyl(pyridin-4-yl)amino)-5H-pyrrolo[2,3-b]pyrazin-3-yl)-3H-spiro[furo[2,3-b]pyridine-2,4'-piperidin]-3-amine CN(C1=CNC2=NC(=CN=C21)N2CCC1(CC2)[C@@H](C=2C(=NC=CC2)O1)N)C1=CC=NC=C1